(R)-5-(3-(5-(3-Hydroxy-1-methyl-2-oxopyrrolidin-3-yl)isoxazol-3-yl)phenyl)-1H-pyrrolo[2,3-c]pyridine-7-carboxamide O[C@@]1(C(N(CC1)C)=O)C1=CC(=NO1)C=1C=C(C=CC1)C=1C=C2C(=C(N1)C(=O)N)NC=C2